Sodium N-(2-chloro-4-methylphenyl)sulfamate ClC1=C(C=CC(=C1)C)NS([O-])(=O)=O.[Na+]